4-(9-(4-([1,1'-Biphenyl]-4-yl)-6-phenyl-1,3,5-triazin-2-yl)-9H-carbazol-1-yl)-4H-naphtho[1,2,3,4-def]carbazol C1(=CC=C(C=C1)C1=NC(=NC(=N1)C1=CC=CC=C1)N1C2=CC=CC=C2C=2C=CC=C(C12)N1C=2C=CC=C3C2C2=C(C=CC=C12)C1=CC=CC=C13)C1=CC=CC=C1